4-isopropoxy-2-(methylthio)pyrimidine-5-carboxylic acid C(C)(C)OC1=NC(=NC=C1C(=O)O)SC